chloro-3-hydroxymethyl-2-phenylquinolin-4(1H)-one ClN1C(=C(C(C2=CC=CC=C12)=O)CO)C1=CC=CC=C1